C[C@@H]1CC[C@H](CN1)NC1=NC=C(C(=N1)C1=CNC2=NC(=CC=C21)C=2N(N=NC2)C)C(F)(F)F N-[(3R,6R)-6-methyl-3-piperidyl]-4-[6-(3-methyltriazol-4-yl)-1H-pyrrolo[2,3-b]pyridin-3-yl]-5-(trifluoromethyl)pyrimidin-2-amine